FC(C1=NN=C(O1)C=1C=CC(=NC1)CN1C(C2=CC(=CC=C2C(C1=O)(C)C)C=1CCSCC1)=O)F 2-((5-(5-(difluoromethyl)-1,3,4-oxadiazole-2-yl)pyridine-2-yl)methyl)-7-(3,6-dihydro-2H-thiopyran-4-yl)-4,4-dimethylisoquinoline-1,3(2H,4H)-dione